Cl.FCCCN1CC(CC1)CC1=CC=C(C=C1)C1=C(CCCC2=C1C=CC(=C2)C(=O)O)C2=C(C(=CC=C2)C(F)(F)F)C 9-(4-((1-(3-fluoropropyl)pyrrolidin-3-yl)methyl)phenyl)-8-(2-methyl-3-(trifluoromethyl)phenyl)-6,7-dihydro-5H-benzo[7]annulene-3-carboxylic acid hydrochloride